2,3-dihydropyrazole N1NCC=C1